(2S,3S,11bS)-3-isobutyl-9,10-dimethoxy-1,3,4,6,7,11b-hexahydro-2H-pyrido[2,1-a]isoquinolin-2-ol C(C(C)C)[C@@H]1[C@H](C[C@@H]2N(CCC3=CC(=C(C=C23)OC)OC)C1)O